[6-[6-(trifluoromethyl)-3-pyridinyl]-2-azaspiro[3.3]heptan-2-yl]methanone FC(C1=CC=C(C=N1)C1CC2(CN(C2)C=O)C1)(F)F